ON(CC1=CC=CC=C1)C(C1=CC=C(C=C1)C(C)C)P(C1=CC=CC=C1)(C1=CC=CC=C1)=O (((hydroxy)benzylamino)(4-isopropylphenyl)methyl)diphenylphosphine oxide